CC1=C(C(=NC2=NC=CN=C21)C2=NC1=CC=C(C=C1N=C2C2=CC=CC=C2)C)C2=CC=CC=C2 8-methyl-6-(6-methyl-3-phenylquinoxalin-2-yl)-7-phenylpyrido[2,3-b]pyrazine